1-(4-((3-chlorobenzyl)amino)-6-(3,5-dimethylisoxazol-4-yl)quinazolin-2-yl)-4-methylpiperidine-4-carbonitrile ClC=1C=C(CNC2=NC(=NC3=CC=C(C=C23)C=2C(=NOC2C)C)N2CCC(CC2)(C#N)C)C=CC1